ClC1=CC2=C(N=C(O2)NC2=NC3=C(N2C)C=CC(=C3)C(=O)NCCO)C=C1 2-((6-chlorobenzo[d]oxazol-2-yl)amino)-N-(2-hydroxyethyl)-1-methyl-1H-benzo[d]imidazole-5-carboxamide